COC1=C(C=C(COCC(C)N2CC(=C3N2C2=C(C=N3)CCN2)C(=O)NC(=O)OC(C)(C)C)C=C1)[N+](=O)[O-] 1-(((4-methoxy-3-nitrobenzyl)oxy)propan-2-yl)-N-tert-butoxycarbonyl-7,8-dihydro-6H-pyrazolo[1,5-a]pyrrolo[3,2-e]pyrimidine-3-carboxamide